C1=C(C=CC2=CC=CC=C12)[C@@H](C)N |r| (R)- and (S)-1-(2-naphthyl)ethylamine